C(C)(=O)N1CCC2=CC(=CC=C12)C=1N=C(SC1C)NC(CC1=CC(=CC=C1)OCCCCCNC1=C2C(N(C(C2=CC=C1)=O)C1C(NC(CC1)=O)=O)=O)=O N-[4-(1-acetyl-2,3-dihydro-1H-indol-5-yl)-5-methyl-1,3-thiazol-2-yl]-2-{3-[(5-{[2-(2,6-dioxopiperidin-3-yl)-1,3-dioxo-2,3-dihydro-1H-isoindol-4-yl]amino}pentyl)oxy]phenyl}acetamide